CN1[C@H](C(N2C3=C(N=C(N=C13)NCC=1C=NC(=CC1)CC1=CC=C(C=C1)C(F)(F)F)CCC2)=O)C (S)-4,5-dimethyl-2-(((6-(4-(trifluoromethyl)benzyl)pyridin-3-yl)methyl)amino)-4,5,9,10-tetrahydro-6H,8H-pyrido[3,2,1-de]pteridin-6-one